ClC=1SC(=CC1C(=O)N[C@H](C(=O)NC=1C(N(C=CC1)CC(=O)NC1C2CC3CC(CC1C3)C2)=O)CCC(C(=O)NC)=O)Cl (S)-2-(2,5-Dichlorothiophen-3-carboxamido)-N1-(1-(2-(2-adamantylamino)-2-oxoethyl)-2-oxo-1,2-dihydropyridin-3-yl)-N6-methyl-5-oxohexandiamid